FC(N1N=CC(=C1)NC1=NN2C(C=CC=C2OC=2C=C(C=CC2F)NC(C=C)=O)=N1)F N-(3-(2-(1-(difluoromethyl)-1H-pyrazol-4-ylamino)-[1,2,4]triazolo[1,5-a]pyridin-5-yloxy)-4-fluorophenyl)acrylamide